(pentamethylcyclopentadienyl)rhodium chloride CC1=C(C(=C(C1(C)[Rh](Cl)Cl)C)C)C